N-(2-((2-(dimethylamino)ethyl)(methyl)amino)-5-((4-(5-fluoro-1-methyl-1H-indol-3-yl)-5-(trifluoromethyl)pyrimidin-2-yl)amino)phenyl)acetamide CN(CCN(C1=C(C=C(C=C1)NC1=NC=C(C(=N1)C1=CN(C2=CC=C(C=C12)F)C)C(F)(F)F)NC(C)=O)C)C